C1(CC1)COC1=C(C=C(C=C1)S(=O)(=O)C)C=1C2=C(C(N(C1)C)=O)NC=C2 4-[2-(cyclopropylmethoxy)-5-(methylsulfonyl)phenyl]-6-methyl-1,6-dihydro-7H-pyrrolo[2,3-c]pyridin-7-one